1-((S)-2-(3-((2-((3S,4R)-3-fluoro-4-methoxypiperidin-1-yl)pyrimidin-4-yl)amino)-8-(3-((methylsulfonyl)methyl)azetidin-1-yl)isoquinolin-5-yl)azetidin-1-yl)prop-2-en-1-one F[C@H]1CN(CC[C@H]1OC)C1=NC=CC(=N1)NC=1N=CC2=C(C=CC(=C2C1)[C@H]1N(CC1)C(C=C)=O)N1CC(C1)CS(=O)(=O)C